4-(1-(4-chloro-3-fluorophenyl)-3-methyl-1H-pyrazolo[4,3-b]pyridine-5-carbonyl)-3,3-dimethylpiperazin-2-one ClC1=C(C=C(C=C1)N1N=C(C2=NC(=CC=C21)C(=O)N2C(C(NCC2)=O)(C)C)C)F